N[C@H]1C[C@H](CC1)[C@H](C)NC=1C=C(C=CC1C(F)(F)F)C1=NNC(O1)=O 5-[3-({(1S)-1-[(1S,3R)-3-aminocyclopentyl]ethyl}amino)-4-(trifluoromethyl)phenyl]-1,3,4-oxadiazol-2(3H)-one